NC1=C(C=C(C=N1)C=1N=C(N(C1)C12CC(C1)(C2)N2CCC(CC2)(F)F)C(O)C2CC2)C(F)(F)F (4-(6-amino-5-(trifluoromethyl)pyridin-3-yl)-1-(3-(4,4-difluoropiperidin-1-yl)bicyclo[1.1.1]pentan-1-yl)-1H-imidazol-2-yl)(cyclopropyl)methanol